C1(=CC=CC=C1)P(C1=CC=CC=C1)CCCCP(C1=CC=CC=C1)C1=CC=CC=C1 1,2-bis(diphenylphosphinomethyl)ethane